BrC=1C=2C(N=C3N(C2C=CC1)C1=CC(=CC=C1C31CCCCC1)C1CCN(CC1)CC1COC3(CN(C3)C3=CC(=C(C(=C3)F)N3C(CCCC3=O)=O)F)C1)=O (4-(7-((4-(4'-bromo-5'-oxo-5'H-spiro[cyclohexane-1,7'-indolo[1,2-a]quinazolin]-10'-yl)piperidin-1-yl)methyl)-5-oxa-2-azaspiro[3.4]octan-2-yl)-2,6-difluorophenyl)piperidine-2,6-dione